S(OC1=CC=C(C=C1)\N=N\C1=CC=C(C=C1)C(N(CC)CC)=O)(=O)(=O)F (E)-4-((4-(diethylcarbamoyl)phenyl)diazenyl)phenyl sulfurofluoridate